ClC=1C=CC=C2C(C(NC12)=O)(C)C 7-chloro-3,3-dimethyl-2,3-dihydro-1H-indol-2-one